FC1=C(C=C(C=C1)[N+](=O)[O-])OC(C)C 1-fluoro-2-isopropoxy-4-nitrobenzene